N[C@@H](C(=O)O)CC r-Amino-Butyric Acid